O1CCN(CC1)CCCCCN1N=CC=C(C1=O)C1=CC=CC=C1 2-(5-morpholinopentyl)-4-phenylpyridazin-3(2H)-one